2-(5-bromo-2-nitrophenyl)isothiazolidine 1,1-dioxide BrC=1C=CC(=C(C1)N1S(CCC1)(=O)=O)[N+](=O)[O-]